ClC=1N(C2=NC=C(C=C2C(C1C(=O)O)=O)F)C1=NC=NS1.N[C@H](C)C1=CC(=CC=2C(C(=C(OC21)C=2C=C1C=C(NC1=CC2)C)C)=O)C 8-[(1R)-1-aminoethyl]-3,6-dimethyl-2-(2-methylindol-5-yl)benzopyran-4-one chloro-6-fluoro-4-oxo-1-(1,2,4-thiadiazol-5-yl)-1,4-dihydro-1,8-naphthyridine-3-carboxylate